tert-butyl (2S)-2-((cyclopropylmethoxy) methyl)-5-methoxypyrrolidine-1-carboxylate C1(CC1)COC[C@H]1N(C(CC1)OC)C(=O)OC(C)(C)C